FC(C)(F)C1(CC1)C#CC1=C2CCCN(C2=CN=C1)C1=NC=2N(C3=CC=C(C(=C13)F)F)C=NN2 5-(5-((1-(1,1-difluoroethyl)cyclopropyl)ethynyl)-3,4-dihydro-1,7-naphthyridin-1(2H)-yl)-6,7-difluoro-[1,2,4]triazolo[4,3-a]quinazoline